C(C1=CC=CC=C1)OC(=O)N1CCC2(CC(C2)C)CC1 2-methyl-7-azaspiro[3.5]nonane-7-carboxylic acid benzyl ester